Br\C(\C(=O)OCC)=N/NCC1=CC=C(C=C1)OC (Z)-Ethyl 2-bromo-2-(2-(4-methoxybenzyl)hydrazono)acetate